CC1CNCCC1C1=CC(=C(C=C1)OCC(F)(F)F)CC 3-Methyl-4-(3-ethyl-4-(trifluoroethoxy)phenyl)piperidine